4-(5-{[(5-Chlorothiophen-2-yl)methyl]amino}-3-[1-(morpholin-4-carbonyl)piperidin-4-yl]-1H-pyrazol-1-carbonyl)-4-methylcyclohexan-1-ol ClC1=CC=C(S1)CNC1=CC(=NN1C(=O)C1(CCC(CC1)O)C)C1CCN(CC1)C(=O)N1CCOCC1